tert-butyl(3-bromo-5-chloropyrazolo[1,5-a]pyrimidin-7-yl)(((1s,3s)-3-((tert-butoxycarbonyl)oxy)-3-methylcyclobutyl)methyl)carbamate C(C)(C)(C)OC(N(CC1CC(C1)(C)OC(=O)OC(C)(C)C)C1=CC(=NC=2N1N=CC2Br)Cl)=O